2-(2-aminopyridin-4-yl)-N-(5-(4-fluoropiperidin-1-yl)-2-morpholinothiazolo[4,5-b]pyridin-6-yl)oxazole-4-carboxamide hydrochloride Cl.NC1=NC=CC(=C1)C=1OC=C(N1)C(=O)NC=1C=C2C(=NC1N1CCC(CC1)F)N=C(S2)N2CCOCC2